COCOC1=C(C=CC=C1)C=1C=C2C(=NN1)NC[C@@H]1N2CCN(C1)CC(=O)N1CCN(CC1)C(=O)OC(C)(C)C (S)-tert-butyl 4-(2-(2-(2-(methoxymethoxy)phenyl)-6a,7,9,10-tetrahydro-5H-pyrazino[1',2':4,5]pyrazino[2,3-c]pyridazin-8(6H)-yl)acetyl)piperazine-1-carboxylate